((6-((5H-pyrido[3,2-b]indol-5-yl)methyl)pyridin-3-yl)methyl)phosphonic acid N1=CC=CC=2N(C=3C=CC=CC3C21)CC2=CC=C(C=N2)CP(O)(O)=O